(S)-tert-butyl 4-(6-((4-cyano-2-fluorobenzyl)oxy)pyridin-2-yl)-2-methylpiperazine-1-carboxylate C(#N)C1=CC(=C(COC2=CC=CC(=N2)N2C[C@@H](N(CC2)C(=O)OC(C)(C)C)C)C=C1)F